CC1=C(C(=CC=C1)C)S1C=CC2=C1C=C(S2)C2=C(C(=C(C1=NSN=C12)C1=C(C=CC=C1C)C)OC1=CC=CC=C1)OC1=CC=CC=C1 4,7-bis-(2,6-dimethylphenyl)thienothienyl-5,6-diphenoxy-2,1,3-benzothiadiazole